[Si](C1=CC=CC=C1)(C1=CC=CC=C1)(C(C)(C)C)OC1CC(C(C1)C(=O)O)C 4-((tert-butyldiphenylsilyl)oxy)-2-methylcyclopentane-1-carboxylic acid